N[C@H](C(=O)O)CC1=CC=C(C=C1)C(C)(C)C (S)-2-amino-3-(4-tertbutyl-phenyl)propionic acid